1-(2-(6-(Difluoromethyl)imidazo[1,2-a]pyrazin-3-yl)pyrimidin-4-yl)-N-methylpiperidine-3-carboxamide FC(C=1N=CC=2N(C1)C(=CN2)C2=NC=CC(=N2)N2CC(CCC2)C(=O)NC)F